tert-Butyl 7-ethyl-2-methyl-3-(((trifluoromethyl)sulfonyl) oxy)-2,4,5,7-tetrahydro-6H-pyrazolo[3,4-c]pyridine-6-carboxylate C(C)C1N(CCC=2C1=NN(C2OS(=O)(=O)C(F)(F)F)C)C(=O)OC(C)(C)C